C(C1=CC=CC=C1)N1C(=NC2=C1C=C(C=C2)C#N)C2=CC=C(C=C2)F 1-benzyl-2-(4-fluorophenyl)-1H-benzo[d]imidazole-6-carbonitrile